FC1=C(C=C(CC2=NNC(C3=CC=CC=C23)=O)C=C1)P1(CCN(CC1)C1=NC=NC2=CC=CC=C12)=O 4-(4-fluoro-3-(4-oxido-1-(quinazolin-4-yl)-1,4-azaphosphinan-4-yl)benzyl)phthalazin-1(2H)-one